4-[2,6-Dioxo-4-(trifluoromethyl)-3,6-dihydropyrimidin-1(2H)-yl]-2-(2-methylphenoxy)naphthalene-1-carbonitrile O=C1N(C(C=C(N1)C(F)(F)F)=O)C1=CC(=C(C2=CC=CC=C12)C#N)OC1=C(C=CC=C1)C